N[C@@H](C(C)C)C(=O)[NH-] valyl-amide